O1COC2=C1C=CC(=C2)NCC=2NC(=NN2)CC(=O)OCC Ethyl 2-(5-((benzo[d][1,3]dioxol-5-ylamino)methyl)-4H-1,2,4-triazol-3-yl)acetate